8-(3-aminophenyl)-2-((2-methoxy-6-morpholinopyridin-3-yl)amino)-6-phenylpyrido[2,3-d]pyrimidin-7(8H)-one NC=1C=C(C=CC1)N1C(C(=CC2=C1N=C(N=C2)NC=2C(=NC(=CC2)N2CCOCC2)OC)C2=CC=CC=C2)=O